C1(CC1)C(=O)N[C@H](C(=O)N1[C@@H]([C@H]2C([C@H]2C1)(C)C)C(=O)NC(CC1CC1)C(C(=O)NC1CC1)=O)C(C)(C)C (1R,2S,5S)-3-((S)-2-(Cyclopropanecarboxamido)-3,3-dimethylbutanoyl)-N-(1-cyclopropyl-4-(cyclopropylamino)-3,4-dioxobutan-2-yl)-6,6-dimethyl-3-azabicyclo[3.1.0]hexane-2-carboxamide